FC(OC1=CC=C(C=N1)NC=1C(=NC=CN1)C=1CC=NCC1)(F)F 4-(3-((6-(trifluoromethoxy)pyridin-3-yl)amino)pyrazin-2-yl)-3,6-dihydropyridin